2,6-Dichloro-4-(cyclopropylthio)pyridine ClC1=NC(=CC(=C1)SC1CC1)Cl